2-{[(1S)-1-{4-[(4-Acryloylpiperazin-1-yl)methyl]phenyl}ethyl]amino}-7-oxo-8-(propan-2-yl)-7,8-dihydropyrido[2,3-d]pyrimidin-4-carbonitril C(C=C)(=O)N1CCN(CC1)CC1=CC=C(C=C1)[C@H](C)NC=1N=C(C2=C(N1)N(C(C=C2)=O)C(C)C)C#N